OC1=C(C=O)C(=CC=C1)OC[C@H]1N(CCOC1)C(=O)C1=NC=CN=C1CO (S)-2-hydroxy-6-((4-(3-(hydroxymethyl)pyrazine-2-carbonyl)morpholin-3-yl)methoxy)benzaldehyde